O=C1N(CC2=CC(=CC=C12)NCCCCCC(N1CCC(CC1)N1N=CC(=C1)C1=NC2=C(C=CC=C2N=C1)C1CCNCC1)=O)C1C(NC(CC1)=O)=O 3-(1-oxo-5-((6-oxo-6-(4-(4-(8-(piperidin-4-yl)quinoxalin-2-yl)-1H-pyrazol-1-yl)piperidin-1-yl)hexyl)amino)isoindolin-2-yl)piperidine-2,6-dione